(R)-(3-(3-chloro-1,2,4-thiadiazol-5-yl)-8-methyl-5,6-dihydro-[1,2,4]triazolo[4,3-a]pyrazin-7(8H)-yl)(4-fluorophenyl-2-d)methanone ClC1=NSC(=N1)C1=NN=C2N1CCN([C@@H]2C)C(=O)C2=C(C=C(C=C2)F)[2H]